5-chloro-N-methyl-N-(4-piperidyl)pyridin-2-amine ClC=1C=CC(=NC1)N(C1CCNCC1)C